[3-(ethoxycarbonyl)propyl]triphenylphosphine bromide [Br-].C(C)OC(=O)CCCC1=C(C=CC=C1)P(C1=CC=CC=C1)C1=CC=CC=C1